N1=C(C=CC2=CC=CC=C12)C1(OC(=C(C1=O)OC(C)=O)N)C 2-(2-quinolinyl)-2-methyl-4-acetoxy-5-amino-3(2H)-furanone